Propionic acid isopropylEster C(C)(C)OC(CC)=O